N-(cis-2-(((1-(2-fluorophenyl)piperidin-4-yl)oxy)methyl)-1-(tetrahydro-2H-pyran-4-ylcarbonyl)piperidin-3-yl)methanesulfonamide FC1=C(C=CC=C1)N1CCC(CC1)OC[C@@H]1N(CCC[C@@H]1NS(=O)(=O)C)C(=O)C1CCOCC1